N-(3-(6-Fluoropyridin-3-yl)-1-methyl-1H-indol-6-yl)-4-methyl-3-((1-methyl-6-nitro-1H-indol-3-yl)ethynyl)benzamide FC1=CC=C(C=N1)C1=CN(C2=CC(=CC=C12)NC(C1=CC(=C(C=C1)C)C#CC1=CN(C2=CC(=CC=C12)[N+](=O)[O-])C)=O)C